OC=1[N+](=CC2=CC=CC=C2C1C(C)=O)[O-] 1-(3-hydroxy-2-oxido-4-isoquinolinyl)-ethanone